N1=CC(=CC=C1)COC(\C=C\CC[C@@H](C)O[C@@H]1O[C@H]([C@@H](C[C@H]1O[Si](C)(C)C(C)(C)C)O[Si](C)(C)C(C)(C)C)C)=O (2E,6R)-6-{[(2R,3R,5R,6S)-3,5-bis[(tert-butyldimethylsilyl)oxy]-6-methyloxan-2-yl]oxy}hept-2-enoic acid pyridin-3-ylmethyl ester